C(=O)C1CCC(CC1)N1N=C2C=C(C(=CC2=C1)NC(=O)C1=NC=CC=C1)OC[C@@H]1N(C(CC1)=O)COCC[Si](C)(C)C 2-N-[2-(4-formylcyclohexyl)-6-[[(2R)-5-oxo-1-(2-trimethylsilylethoxymethyl)pyrrolidin-2-yl]methoxy]indazol-5-yl]pyridine-2-carboxamide